4,4'-diapolycopene CC(=C/C=C/C(=C/C=C/C(=C/C=C/C=C(/C=C/C=C(/C=C/C=C(C)C)\C)\C)/C)/C)C